5-(6-methylpyridin-2-yl)-N-(1H-pyrrolo[2,3-b]pyridin-4-yl)pyrazolo[1,5-a]pyrimidin-7-amine CC1=CC=CC(=N1)C1=NC=2N(C(=C1)NC1=C3C(=NC=C1)NC=C3)N=CC2